C(C)(C)(C)N1C(CC(CC1(C)C)OC(CCC(CCCN1C(CC(CC1(C)C)O)(C)C)=O)=O)(C)C 7-(4-hydroxy-2,2,6,6-tetramethyl-piperidin-1-yl)-4-oxo-heptanoic acid 1-tert-butyl-2,2,6,6-tetramethyl-piperidin-4-yl ester